C1(CC1)C1=NN(C=C1NC1=CC=CC=C1)[C@@H]1C[C@H](C1)CNC=1C=C2C(N(C(C2=CC1)=O)C1C(NC(CC1)=O)=O)=O 5-(((Trans-3-(3-cyclopropyl-4-(phenylamino)-1H-pyrazol-1-yl)cyclobutyl)methyl)amino)-2-(2,6-dioxopiperidin-3-yl)isoindoline-1,3-dione